5-(1-(3,5-dichloropyridin-4-yl)ethoxy)-N-(1-(2-(pyrrolidin-1-yl)ethyl)-1H-pyrazol-4-yl)-1H-indazole-3-carboxamide ClC=1C=NC=C(C1C(C)OC=1C=C2C(=NNC2=CC1)C(=O)NC=1C=NN(C1)CCN1CCCC1)Cl